C(=O)(O)C1=CC=C(OP2(=NP(=NP(=N2)(OC2=CC=C(C=C2)C(=O)O)OC2=CC=C(C=C2)C(=O)O)(OC2=CC=C(C=C2)C(=O)O)OC2=CC=C(C=C2)C(=O)O)OC2=CC=C(C=C2)C(=O)O)C=C1 hexa-(4-carboxyphenoxy)-cyclotriphosphazene